(2R)-1-{[(6-Bromo-3-fluoropyridin-2-yl)methyl]amino}propan-2-ol BrC1=CC=C(C(=N1)CNC[C@@H](C)O)F